(1,3-dimethyl-azetidin-3-yl)-(4-isopropyl-phenyl)-[5-((R)-3-isopropyl-pyrrolidin-1-yl)-pyridin-3-yl]-methanol CN1CC(C1)(C)C(O)(C=1C=NC=C(C1)N1C[C@H](CC1)C(C)C)C1=CC=C(C=C1)C(C)C